2-pentenylmethyldimethoxysilane C(C=CCC)[Si](OC)(OC)C